OC1=C(C(=O)C2=CC=CC=C2)C=CC(=C1)OCCCCCC(C)C 2-hydroxy-4-i-octyloxybenzophenone